(S)-4-(2-(3-chloro-4-cyanophenyl)-3-Methyl-2,8-diazaspiro[4.5]dec-8-yl)-3-fluorobenzoic acid ClC=1C=C(C=CC1C#N)N1CC2(C[C@@H]1C)CCN(CC2)C2=C(C=C(C(=O)O)C=C2)F